6-((4-((5-cyclopropyl-3-(2,6-dichlorophenyl)isoxazol-4-yl)methoxy)phenyl)ethynyl)nicotinic acid methyl ester COC(C1=CN=C(C=C1)C#CC1=CC=C(C=C1)OCC=1C(=NOC1C1CC1)C1=C(C=CC=C1Cl)Cl)=O